CC1CC2=NN3C(C(NCC3C)=O)=C2CN1C(=O)C=1C(=C(C#N)C=CC1)Cl 3,7-dimethyl-10-oxo-1,2,3,4,7,8,9,10-octahydropyrido[4',3':3,4]Pyrazolo[1,5-a]Pyrazine-2-carbonyl-2-chlorobenzonitrile